2-ethyl-2-phenylmalonamide C(C)C(C(=O)N)(C(=O)N)C1=CC=CC=C1